ClC1=C(C(=O)NC2=C3C=NN(C3=CC=C2)C2=C(C=C(C=C2)OC(F)(F)F)C)C=C(C=C1)CNC(CC(C)(C)C)=O 2-chloro-5-{[(3,3-dimethylbutanoyl)amino]methyl}-N-{1-[2-methyl-4-(trifluoromethoxy)phenyl]-1H-indazole-4-yl}benzamide